FC(C=1C=CC=2N(N1)C(=CN2)C2=CC(=NC=N2)N2CC(OCC2)C(C)NS(=O)(=O)C)F N-(1-(4-(6-(6-(Difluoromethyl)imidazo[1,2-b]pyridazin-3-yl)pyrimidin-4-yl)morpholin-2-yl)ethyl)methanesulfonamide